(E)-3-(4-amino-5-bromo-6-methoxypyridin-3-yl)acrylic acid ethyl ester C(C)OC(\C=C\C=1C=NC(=C(C1N)Br)OC)=O